C[Si](CCC1(CC1)C)(C)C trimethyl-((1-methylcyclopropyl)ethyl)silane